CC1=C(OC(O1)=O)COC(=O)C=1C=NN(C1)C=1C=C2C(=CN(C2=CC1)C(C)C)C#N 1-(3-cyano-1-isopropyl-1H-indol-5-yl)-1H-pyrazole-4-carboxylic acid (5-methyl-2-oxo-1,3-dioxol-4-yl)methyl ester